OC1=C(C=CC(=C1)OC(F)(F)F)C1=NN=C(C(N1C)=O)N[C@H]1CN(CCC1)C 3-[2-Hydroxy-4-(trifluoromethoxy)-phenyl]-4-methyl-6-[[(3R)-1-methyl-3-piperidyl]amino]-1,2,4-triazin-5-one